(1-((3,5-difluorophenyl)amino)ethyl)-6-((4,5-dihydro-1H-imidazol-2-yl)amino)-2-morpholino-4H-chromen-4-one FC=1C=C(C=C(C1)F)NC(C)C1=C(OC2=CC=C(C=C2C1=O)NC=1NCCN1)N1CCOCC1